5-(((1r,3r)-3-(4-(1-(4-((2-(2-oxa-6-azaspiro[3.3]heptane-6-yl)pyrimidin-4-yl)methoxy)phenyl)cyclobutyl)phenoxy)cyclobutyl)amino)-2-(2,6-dioxopiperidin-3-yl)isoindolin-1,3-dione C1OCC12CN(C2)C2=NC=CC(=N2)COC2=CC=C(C=C2)C2(CCC2)C2=CC=C(OC1CC(C1)NC=1C=C3C(N(C(C3=CC1)=O)C1C(NC(CC1)=O)=O)=O)C=C2